C1(CCCCCC1)CNC(=O)C1=CC2=C(NC(=N2)CC2=C(C=CC(=C2)F)O)C=C1 N-(Cycloheptylmethyl)-2-((5-fluoro-2-hydroxy-phenyl)methyl)-1H-benzimidazole-5-carboxamide